1-(4-(difluoromethoxy)-2-hydroxyphenyl)-N-((3R,5S)-5-methyl-1-(1H-tetrazol-5-yl)piperidin-3-yl)cyclopropane-1-carboxamide FC(OC1=CC(=C(C=C1)C1(CC1)C(=O)N[C@H]1CN(C[C@H](C1)C)C1=NN=NN1)O)F